Phospholidin P1CCCC1